(3R)-4-[2-(2-fluorophenyl)sulfonyl-2-azaspiro[3.3]heptan-6-yl]-3-methyl-8-(trifluoromethyl)-2,3-dihydropyrido[3,4-f][1,4]oxazepine FC1=C(C=CC=C1)S(=O)(=O)N1CC2(C1)CC(C2)N2[C@@H](COC1=C(C2)C=NC(=C1)C(F)(F)F)C